2-methyl-4-[6-(4-methylphenyl)-2,3-dihydro-1H-indol-1-yl]quinazoline CC1=NC2=CC=CC=C2C(=N1)N1CCC2=CC=C(C=C12)C1=CC=C(C=C1)C